(+-)-6-Methoxy-2,6-dimethylheptanal COC(CCC[C@H](C=O)C)(C)C |r|